C1([C@H](O)[C@@H](O)[C@H](O)[C@H](O1)CO)C1(OC2=CC=CC=C2C(C1)=O)C1=CC=CC=C1 D-glucopyranosyl-flavanone